(R)-2-(2,2,2-trifluoroethyl)pyrrolidine hydrochloride Cl.FC(C[C@@H]1NCCC1)(F)F